4-bromo-7-methylsulfonyl-1-(oxan-2-yl)indazole BrC1=C2C=NN(C2=C(C=C1)S(=O)(=O)C)C1OCCCC1